hexadienyldibutylgermanium C(=CC=CCC)[Ge](CCCC)CCCC